N=1C=CN2C1N=CC(=C2)C2=CNC1=NC=C(C=C12)C(=O)NC=1C=NC(=CC1)N1CCN(CC1)C 3-(imidazo[1,2-a]pyrimidin-6-yl)-N-(6-(4-methylpiperazin-1-yl)pyridin-3-yl)-1H-pyrrolo[2,3-b]pyridine-5-carboxamide